(1S,3S,5R)-N-[3-(5-fluoropyrimidin-2-yl)-4-methylphenyl]-3-methyl-1-[5-(trifluoromethyl)-1,3,4-oxadiazol-2-yl]-6-azabicyclo[3.1.1]heptane-6-carboxamide FC=1C=NC(=NC1)C=1C=C(C=CC1C)NC(=O)N1[C@@H]2C[C@@H](C[C@]1(C2)C=2OC(=NN2)C(F)(F)F)C